NC1(COC(OC1)CCN(CC1=CC(=C(C=C1)OC)F)C1=C(C#N)C=CC=C1)CO ((2-((2r,5r)-5-amino-5-(hydroxymethyl)-1,3-dioxan-2-yl)ethyl)(3-fluoro-4-methoxybenzyl)amino)benzonitrile